perfluoro-n-butyl-sulfonate, potassium salt [K+].FC(C(C(C(F)(F)F)(F)F)(F)F)(S(=O)(=O)[O-])F